N1C=C(C=2C1=NC=CC2)C(=O)N 1H-Pyrrolo[2,3-b]pyridine-3-carboxamide